FC=1C=C(C=CC1)C=1C=C2C(=NC1)N(C(N2CC2=CC=NC=C2)=O)C 6-(3-fluorophenyl)-3-methyl-1-(4-pyridylmethyl)imidazo[4,5-b]pyridin-2-one